C(=O)C1=NC2=CC=C(C=C2C=C1)CN(C(C)=O)C1CCOCC1 N-((2-formylquinolin-6-yl)methyl)-N-(tetrahydro-2H-pyran-4-yl)acetamide